NC=1CC(=CC2=C(N1)C=C(S2)CCCCCNC(CCOCCOCCOCCOCCOCCOCCOCCOCCOCCOCCC(=O)O)=O)C(N(CCC)CCCNC(=O)OC(C)(C)C)=O 40-(5-amino-7-((3-((tert-butoxycarbonyl)amino)propyl)(propyl)carbamoyl)-6H-thieno[3,2-b]azepin-2-yl)-34-oxo-4,7,10,13,16,19,22,25,28,31-decaoxa-35-azatetracontanoic acid